C(CCCCCCC[N+]1=CC=C(C=C1)C)[N+]1=CC=C(C=C1)C 1,1'-(oct-1,8-diyl)bis(4-methylpyridin-1-ium)